[(5S)-6,6-difluoro-1,4-diazabicyclo[3.2.2]nonan-4-yl]-[1-(4-methoxyphenyl)-1,4,6,7-tetrahydropyrano[4,3-c]pyrazol-3-yl]methanone FC1([C@H]2N(CCN(C1)CC2)C(=O)C=2C1=C(N(N2)C2=CC=C(C=C2)OC)CCOC1)F